2,4,5-tricarboxybenzophenone C(=O)(O)C1=C(C(=O)C2=CC=CC=C2)C=C(C(=C1)C(=O)O)C(=O)O